COC(=O)C=1C(OC(C(C1C=1C=C(C=CC1C1CC1)C1=C(C=C(C=C1)Cl)F)=O)(C)C)(C)C 4-(4'-chloro-4-cyclopropyl-2'-fluoro[1,1'-biphenyl]-3-yl)-5,6-dihydro-2,2,6,6-tetramethyl-5-oxo-2H-pyran-3-ylcarboxylic acid methyl ester